FC(C1=C(C=CC=C1)C1=CC=2N=CN=C(C2S1)N1CCN(CC1)C(C=C)=O)(F)F 1-(4-(6-(2-(trifluoromethyl)phenyl)thieno[3,2-d]pyrimidin-4-yl)piperazin-1-yl)prop-2-en-1-one